N-(5-((6-((R)-3-(3-chloro-2-fluorophenyl)isoxazolidine-2-yl)pyrimidine-4-yl)amino)-2-((R)-3-(dimethylamino)pyrrolidine-1-yl)-4-methoxy-phenyl)acrylamide ClC=1C(=C(C=CC1)[C@@H]1N(OCC1)C1=CC(=NC=N1)NC=1C(=CC(=C(C1)NC(C=C)=O)N1C[C@@H](CC1)N(C)C)OC)F